(2R,4R)-N-((2S)-1-((2-amino-6,7-dihydro-5H-cyclopenta[b]pyridin-5-yl)amino)-1-oxopropan-2-yl)-4-(4-(trifluoromethyl)phenyl)piperidine-2-carboxamide NC1=CC=C2C(=N1)CCC2NC([C@H](C)NC(=O)[C@@H]2NCC[C@H](C2)C2=CC=C(C=C2)C(F)(F)F)=O